C(C=CC)(=O)OCCC methyl-2-ethyl butenoate